4-chloro-7-methoxy-6-(piperidin-4-yloxy)quinazoline ClC1=NC=NC2=CC(=C(C=C12)OC1CCNCC1)OC